N1=CC(=CC=C1)C1=CC=C(C=C1)C=1NN=C2N=CC(=CC21)C=2C=CC1=C(CC[C@H](CC1)N1C3COCC1C3)C2 6-[(7S)-2-{3-[4-(Pyridin-3-yl)phenyl]-2H-pyrazolo[3,4-b]pyridin-5-yl}-6,7,8,9-tetrahydro-5H-benzo[7]annulen-7-yl]-3-oxa-6-azabicyclo[3.1.1]heptane